6-chloro-3-(4-methoxypyridin-3-yl)-2-(4-(4-methyl-4H-1,2,4-triazol-3-yl)piperidin-1-yl)benzonitrile ClC1=CC=C(C(=C1C#N)N1CCC(CC1)C1=NN=CN1C)C=1C=NC=CC1OC